9-mesityl-2,7-dimethyl-10-methylacridine C1(=C(C(=CC(=C1)C)C)C1C2=CC(=CC=C2N(C=2C=CC(=CC12)C)C)C)C